COP(OC)(=O)CC1=CC(=CC(=C1)CO[Si](C1=CC=CC=C1)(C1=CC=CC=C1)C(C)(C)C)CBr (3-(bromomethyl)-5-(((tert-butyldiphenylsilyl)oxy)methyl)benzyl)phosphonic acid dimethyl ester